N-(4-fluoro-3-methylphenyl)-5-(2-(((2R,3R)-3-hydroxy-1-(methylamino)-1-oxobutan-2-yl)amino)-2-oxoacetyl)-1,2,4-trimethyl-1H-pyrrole-3-carboxamide FC1=C(C=C(C=C1)NC(=O)C1=C(N(C(=C1C)C(C(=O)N[C@@H](C(=O)NC)[C@@H](C)O)=O)C)C)C